dibenzyl-1-azaspiro[4.5]decan-8-amine C(C1=CC=CC=C1)C1N(C2(CC1)CCC(CC2)N)CC2=CC=CC=C2